4-[[(2S,3R,4S,5R)-3-(3,4-difluoro-2-methoxy-phenyl)-4,5-dimethyl-5-(trifluoromethyl)tetrahydrofuran-2-carbonyl]amino]-3-methyl-pyridine-2-carboxamide FC=1C(=C(C=CC1F)[C@@H]1[C@H](O[C@]([C@H]1C)(C(F)(F)F)C)C(=O)NC1=C(C(=NC=C1)C(=O)N)C)OC